methyl 3-(4-fluorophenyl)-1,2,4-oxadiazole-5-carboxylate FC1=CC=C(C=C1)C1=NOC(=N1)C(=O)OC